((S)-4-(4-amino-6-(6-ethynyl-2-methylpyridin-3-yl)-7-methyl-7H-pyrrolo[2,3-d]pyrimidin-5-yl)cyclohex-3-en-1-yl)((S)-2-(methoxymethyl)pyrrolidin-1-yl)methanone NC=1C2=C(N=CN1)N(C(=C2C2=CC[C@H](CC2)C(=O)N2[C@@H](CCC2)COC)C=2C(=NC(=CC2)C#C)C)C